(1R,2S)-1-(5-chloro-2-pyrimidinyl)-N-(5-(cyclobutylmethyl)-4-(tetrahydro-2H-pyran-4-yl)-4H-1,2,4-triazol-3-yl)-1-methoxy-2-propanesulfonamide ClC=1C=NC(=NC1)[C@H]([C@H](C)S(=O)(=O)NC1=NN=C(N1C1CCOCC1)CC1CCC1)OC